FC=1C=C(C=C(C1)[N+](=O)[O-])NC1CS(CC1)(=O)=O 3-((3-fluoro-5-nitrophenyl)amino)tetrahydrothiophene 1,1-dioxide